C(#N)C1=CC=C(C=C1)C=1N=C2C(=NC1)N=C(S2)NC(=O)C=2C=NC(=CC2C2=C(C=CC=C2)C#C)C N-(6-(4-cyanophenyl)thiazolo[4,5-b]pyrazin-2-yl)-4-(2-ethynylphenyl)-6-methylpyridine-3-carboxamide